[NH]C=1C=C(C=CC1)NC1=NC(=NC=C1F)NC1=CC=C(C=C1)OCCOC N4-(3-(λ2-azaneyl)phenyl)-5-fluoro-N2-(4-(2-methoxyethoxy)phenyl)pyrimidine-2,4-diamine